dihydro-codeinone C1CC(OC)=C2C=3[C@@]45[C@@H](O2)C(=O)C=C[C@H]4[C@@H](CC13)N(C)CC5